(E)-3-(1-methyl-1H-pyrazol-4-yl)prop-2-enal CN1N=CC(=C1)/C=C/C=O